1-[7-Cyclobutyl-8-(8-ethynyl-7-fluoro-3-hydroxynaphthalene-1-carbonyl)-2-{[(2R,7aS)-2-fluorotetrahydro-1H-pyrrolizin-7a(5H)-yl]methoxy}-7H-purin-6-yl]-2-methylpiperidine-4-carbonitrile C1(CCC1)N1C(=NC2=NC(=NC(=C12)N1C(CC(CC1)C#N)C)OC[C@]12CCCN2C[C@@H](C1)F)C(=O)C1=CC(=CC2=CC=C(C(=C12)C#C)F)O